(1S,4S)-4-amino-N,N-dimethylcyclohexane-1-carboxamide NC1CCC(CC1)C(=O)N(C)C